N-[[4-[4-(trifluoromethoxy)phenyl]-6,7-dihydro-5H-pyrano[2,3-d]pyrimidin-2-yl]methyl]prop-2-enamide FC(OC1=CC=C(C=C1)C=1C2=C(N=C(N1)CNC(C=C)=O)OCCC2)(F)F